5-acetyl-3-chloro-7-methylisoquinolin-1(2H)-one C(C)(=O)C1=C2C=C(NC(C2=CC(=C1)C)=O)Cl